FC=1C=C(C=CC1N1CCOCC1)N1C(OC(C1)CO)=O 3-[3-fluoro-4-(4-morpholinyl)phenyl]-5-hydroxymethyl-2-oxazolidinone